tri(2-ethyl-pentyl)aluminum C(C)C(C[Al](CC(CCC)CC)CC(CCC)CC)CCC